(1H-indole-2-yl)isoindoline-1-one N1C(=CC2=CC=CC=C12)N1C(C2=CC=CC=C2C1)=O